3-(4-hydroxybut-2-yn-1-yl)piperidine-1-carboxylic acid tert-butyl ester C(C)(C)(C)OC(=O)N1CC(CCC1)CC#CCO